1,3,5-Triallyl-1,3,5-triazinan-2,4,6-trion C(C=C)N1C(N(C(N(C1=O)CC=C)=O)CC=C)=O